C(#N)C1=CC(=C(C=C1)[C@@H]1C(=C(NC2=C(C=NC(=C12)O)C)C)C(=O)OCCC#N)OC 2-cyanoethyl (4S)-4-(4-cyano-2-methoxyphenyl)-5-hydroxy-2,8-dimethyl-1,4-dihydro-1,6-naphthyridine-3-carboxylate